acetoate C(C)(=O)[O-]